N1(CCNCC1)C=1C=CC(=NC1)NC=1C2=C(C(=NC1)C1=NC=CC=C1)CNC2=O 7-[(5-piperazin-1-yl-2-pyridyl)amino]-4-(2-pyridyl)-2,3-dihydropyrrolo[3,4-c]pyridin-1-one